ClC=1C(=C2C=NNC2=C(C1F)\C=C\C[Si](CC)(CC)CC)C=1N=CC=2N(C1)C=C(N2)NC(=O)C2C(C2)F N-(6-(5-chloro-6-fluoro-7-((E)-3-(triethylsilyl)prop-1-en-1-yl)-1H-indazol-4-yl)imidazo[1,2-a]pyrazin-2-yl)-2-fluorocyclopropane-1-carboxamide